N-((S)-1-(4-chlorophenyl)ethyl)-2-((R)-1-methylpyrrolidin-2-yl)acetamide ClC1=CC=C(C=C1)[C@H](C)NC(C[C@@H]1N(CCC1)C)=O